O=C1NC(CCC1C1=CC=C(C=C1)N1CCC2(CCN(C2)C(=O)OC(C)(C)C)CC1)=O tert-butyl 8-(4-(2,6-dioxopiperidin-3-yl)phenyl)-2,8-diazaspiro[4.5]decane-2-carboxylate